5-(2-chloro-3-fluoro-4-methoxy-phenyl)-N-[3-chloro-4-(piperazine-1-carbonyl)phenyl]-1-methyl-imidazole-2-carboxamide ClC1=C(C=CC(=C1F)OC)C1=CN=C(N1C)C(=O)NC1=CC(=C(C=C1)C(=O)N1CCNCC1)Cl